ClC1=CC(=C2C(=N1)C(=NN2C2COC2)N2C(C1=CC=CC=C1C2=O)=O)C=O D-5-chloro-3-(1,3-dioxoisoindolin-2-yl)-1-(oxetan-3-yl)-1H-pyrazolo[4,3-b]pyridine-7-carbaldehyde